ClC1=CC=C(C=C1)P(=O)(Cl)Cl 1-chloro-4-dichlorophosphoryl-benzene